CN1N=C(C=C1C(=O)N)C 1,3-dimethyl-1H-pyrazole-5-carboxamide